O.COC=1C=C2C(CC=NC2=CC1OC)=O 6,7-dimethoxy-4-quinolone hydrate